ClC1=CC(=C(CN2C(NC(C3=C2C=CN3)=O)=S)C=C1)CNC 1-{4-chloro-2-[(methylamino)methyl]benzyl}-2-thioxo-1,2,3,5-tetrahydro-4H-pyrrolo[3,2-d]pyrimidin-4-one